3-(3-cyano-6-(1-methyl-1H-pyrazol-4-yl)pyrazolo[1,5-a]pyridin-4-yl)-1-(4-methoxybenzyl)-1H-pyrazole-5-carboxylic acid C(#N)C=1C=NN2C1C(=CC(=C2)C=2C=NN(C2)C)C2=NN(C(=C2)C(=O)O)CC2=CC=C(C=C2)OC